(3R,6S)-1-(2-(2-chlorophenyl)acetyl)-6-methylpiperidine-3-carboxylic acid ClC1=C(C=CC=C1)CC(=O)N1C[C@@H](CC[C@@H]1C)C(=O)O